5-[[2-oxo-2-[(1S,4S,5R)-4-phenyl-3-azabicyclo[3.2.1]Octan-3-Yl]Acetyl]amino]pyridine-3-carboxamide O=C(C(=O)NC=1C=C(C=NC1)C(=O)N)N1C[C@H]2CC[C@@H]([C@H]1C1=CC=CC=C1)C2